3-(Benzyloxy)-N2-((S)-but-3-en-2-yl)-1-(but-3-en-2-ylamino)-4-oxo-N5-(2,4-difluorobenzyl)-1,4-dihydropyridine-2,5-dicarboxamide C(C1=CC=CC=C1)OC1=C(N(C=C(C1=O)C(=O)NCC1=C(C=C(C=C1)F)F)NC(C)C=C)C(=O)N[C@@H](C)C=C